(12AR)-9-{2-(difluoromethyl)-6-[(4-methoxyphenyl)methoxy]phenyl}-8,10-difluoro-3,4,12,12a-tetrahydro-6H-pyrazino[2,1-c][1,4]benzoxazepine-2(1H)-carboxylic acid tert-butyl ester C(C)(C)(C)OC(=O)N1C[C@@H]2COC3=C(CN2CC1)C=C(C(=C3F)C3=C(C=CC=C3OCC3=CC=C(C=C3)OC)C(F)F)F